tert-butyl (R)-3-((S)-1-(tert-butoxy)-3-(4-formylbenzo[b]thiophene-2-yl)-1-oxopropane-2-yl)pyrrolidine-1-carboxylate C(C)(C)(C)OC([C@@H](CC1=CC2=C(S1)C=CC=C2C=O)[C@@H]2CN(CC2)C(=O)OC(C)(C)C)=O